FC(C1=NN(C(=C1)C)C1=C(C=CC(=N1)N1C=NC2=C1C=CC(=C2)NC=2N=NC(=CC2)C)C2OCCO2)F [1-[6-[3-(difluoromethyl)-5-methyl-pyrazol-1-yl]-5-(1,3-dioxolan-2-yl)-2-pyridyl]benzimidazol-5-yl]-(6-methylpyridazin-3-yl)amine